ClC=1C=C(C=CC1OC(F)(F)F)N1C(=NC2=C1C=CC(=C2)C(=O)N)C#C[Si](C(C)C)(C(C)C)C(C)C 1-(3-chloro-4-(trifluoromethoxy)phenyl)-2-((triisopropylsilyl)ethynyl)-1H-benzo[d]imidazole-5-carboxamide